FC=1C=C(C=CC1F)N1C(N(N=C(C1=O)C(=O)O)C(C)C)=O 4-(3,4-difluorophenyl)-2-isopropyl-3,5-dioxo-2,3,4,5-tetrahydro-1,2,4-triazine-6-carboxylic acid